C=C1CC(OCC1)CCCCCCCC 4-methylene-2-octyltetrahydro-2H-pyran